5-(4-chlorophenyl)-7-methyl-6-(3-methylbutanoyl)-5H-thiazolo[3,2-a]pyrimidin-3(2H)-one ClC1=CC=C(C=C1)C1C(=C(N=C2N1C(CS2)=O)C)C(CC(C)C)=O